ClC1=C(OC[C@@H](/C=C/[C@H]2[C@@H](C[C@@H]3OC[C@H](CC[C@@H]32)CCCC(=O)O)O)O)C=CC=C1 4-{(3S,5aR,6R,7R,8aS)-6-[(1E,3R)-4-(2-chlorophenoxy)-3-hydroxy-1-buten-1-yl]-7-hydroxyoctahydro-2H-cyclopenta[b]oxepin-3-yl}butanoic acid